ClC1=C(C(=O)NC=2C(=C(C(=CC2)F)N(C(OC(C)(C)C)=O)CC)F)C=C(C=C1)NC(=O)[C@@H]1C([C@H]1C1=CC(=C(C=C1)F)C(F)(F)F)(Cl)Cl tert-Butyl (3-(2-chloro-5-((1R,3R)-2,2-dichloro-3-(4-fluoro-3-(trifluoromethyl)phenyl)cyclopropane-1-carboxamido)benzamido)-2,6-difluorophenyl)(ethyl)carbamate